C(\C=C/C(=O)O)(=O)O.CC1(OC=2C(=NC(=CC2)C=2C(=CC(=NC2)NC(C)=O)NC2=NC(=CC(=C2)C2CCOCC2)S(=O)(=O)C)OC1)C N-(5-(2,2-dimethyl-2,3-dihydro-[1,4]dioxino[2,3-b]pyridin-6-yl)-4-((6-(methylsulfonyl)-4-(tetrahydro-2H-pyran-4-yl)pyridin-2-yl)amino)pyridin-2-yl)acetamide maleate